2-(2-Methoxypyridin-4-yl)ethan-1-amine COC1=NC=CC(=C1)CCN